(R)-N-(5-(5-ethyl-1,2,4-oxadiazol-3-yl)-2,3-dihydro-1H-inden-1-yl)-1-(2-methoxyethyl)-3-methyl-1H-pyrazole-4-carboxamide C(C)C1=NC(=NO1)C=1C=C2CC[C@H](C2=CC1)NC(=O)C=1C(=NN(C1)CCOC)C